ClC=1C(=CC=2N(C(C(=C(N2)C(F)(F)F)C=2C=NN(C2)CC(C(F)(F)F)(F)F)=O)C1)C 7-chloro-8-methyl-3-[1-(2,2,3,3,3-pentafluoropropyl)pyrazol-4-yl]-2-(trifluoromethyl)pyrido[1,2-a]pyrimidin-4-one